tert-butyl 2-((1-(4-ethoxy-2-(isoindolin-2-yl)-6-methylquinazolin-8-yl)ethyl)amino)benzoate C(C)OC1=NC(=NC2=C(C=C(C=C12)C)C(C)NC1=C(C(=O)OC(C)(C)C)C=CC=C1)N1CC2=CC=CC=C2C1